C(#N)N1CC(CC1)C(=O)NC1=NC=C(C=C1)C=1C=C(C=CC1)C cyano-N-(5-(m-tolyl)pyridin-2-yl)pyrrolidine-3-carboxamide